(2R,5S)-5-(4-Bromobenzyl)-4-(4-(1,5-dimethyl-1H-pyrazol-3-yl)cyclohexyl)-N-ethylmorpholin-2-carboxamid BrC1=CC=C(C[C@H]2CO[C@H](CN2C2CCC(CC2)C2=NN(C(=C2)C)C)C(=O)NCC)C=C1